2-(1-((2-(3,5-dichlorophenyl)-6-((6-(4-methylpiperazin-1-yl)pyridazin-3-yl)oxy)pyridin-4-yl)methyl)piperidin-4-yl)acetic acid ClC=1C=C(C=C(C1)Cl)C1=NC(=CC(=C1)CN1CCC(CC1)CC(=O)O)OC=1N=NC(=CC1)N1CCN(CC1)C